CC1=CC(=NC(=C1)C)C γ-collidine